CC(C)(C)OC(=O)N1CCCCC1CCN 2-(aminoethyl)-1-N-boc-piperidine